FC1([C@H]2[C@H](N([C@@H](C1)CC2)C(=O)C=2NC1=CC=CC(=C1C2)OC)C(=O)N[C@H](\C=C\2/C(OCC2)=O)C[C@H]2C(NCC2)=O)F (1R,3S,4R)-5,5-difluoro-2-(4-methoxy-1H-indole-2-carbonyl)-N-((S,Z)-1-(2-oxodihydrofuran-3(2H)-ylidene)-3-((S)-2-oxopyrrolidin-3-yl)propan-2-yl)-2-azabicyclo[2.2.2]octane-3-carboxamide